trans-N-(8-amino-6-(5-methyl-2-oxo-2,3-dihydrobenzo[d]oxazol-6-yl)isoquinolin-3-yl)-2-cyanocyclopropane-1-carboxamide NC=1C=C(C=C2C=C(N=CC12)NC(=O)[C@H]1[C@@H](C1)C#N)C1=CC2=C(NC(O2)=O)C=C1C